C1(CC1)C=1N=CC2=C3C(=CC(=C2C1)S(NCC(C)C)(=O)=O)[C@@H](C[C@H]3NC(N[C@H]3[C@@H](C3)C3=CC=CC=C3)=O)NC(=O)C=3C=NC=CC3 |&1:21,23| N-[Trans-(7RS,9RS)-3-cyclopropyl-5-(2-methylpropylsulfamoyl)-9-[(2-phenylcyclopropyl)carbamoylamino]-8,9-dihydro-7H-cyclopenta[h]isochinolin-7-yl]pyridin-3-carboxamide